di(2-ethyl hexyl) peroxydicarbonate C(=O)(OCC(CCCC)CC)OOC(=O)OCC(CCCC)CC